5-fluoro-4-(4,4,5,5-tetramethyl-1,3,2-dioxaborolan-2-yl)-1H-indazole FC=1C(=C2C=NNC2=CC1)B1OC(C(O1)(C)C)(C)C